5-butyl-N'-(furan-2-carbonyl)picolinohydrazide hydrogen chloride Cl.C(CCC)C=1C=CC(=NC1)C(=O)NNC(=O)C=1OC=CC1